N-[(2S)-1-hydroxy-propan-2-yl]-2-(1-methyl-1H-pyrazol-4-yl)-3-oxo-6-[4-(trifluoromethoxy)phenyl]-2,3-dihydropyridazine-4-carboxamide OC[C@H](C)NC(=O)C=1C(N(N=C(C1)C1=CC=C(C=C1)OC(F)(F)F)C=1C=NN(C1)C)=O